1-(2-methylpropyl)-4-(4,4,5,5-tetramethyl-1,3,2-dioxaborolan-2-yl)-1H-Pyrazole CC(CN1N=CC(=C1)B1OC(C(O1)(C)C)(C)C)C